FC1=C(C=CC(=C1)OCC1=NC=C(C=C1)C)C1=CNC=2N=C(N=C(C21)OCCOC)NC2=CC=C(C=C2)CN2CCN(CC2)C 5-(2-fluoro-4-((5-methylpyridin-2-yl)methoxy)phenyl)-4-(2-methoxyethoxy)-N-(4-((4-methylpiperazin-1-yl)methyl)phenyl)-7H-pyrrolo[2,3-d]pyrimidin-2-amine